ClC1=C2N=CN(C2=NC=N1)[C@@H]1O[C@@H]([C@H]([C@H]1O)O)CO (2R,3R,4S,5R)-2-(6-chloro-9H-purin-9-yl)-5-(hydroxymethyl)tetrahydrofuran-3,4-diol